tert-butyl N-methyl-N-[[1-(3-methyl-2-oxo-1H-benzimidazol-4-yl)-4-piperidyl]methyl]carbamate CN(C(OC(C)(C)C)=O)CC1CCN(CC1)C1=CC=CC=2NC(N(C21)C)=O